FC1=CC=C(C=C1)N(C(OC1=C(C=C(C=C1C(F)(F)F)C(F)(F)F)N1C(N(CC1)CCO)=O)=O)C([2H])([2H])[2H] 2-(3-(2-hydroxyethyl)-2-oxoimidazolidin-1-yl)-4,6-bis(trifluoromethyl)phenyl (4-fluorophenyl)(methyl-d3)carbamate